N-[3-(p-toluenesulfonyloxy)phenyl]-N'-[3-(o-toluenesulfonyloxy)phenyl]urea CC1=CC=C(C=C1)S(=O)(=O)OC=1C=C(C=CC1)NC(=O)NC1=CC(=CC=C1)OS(=O)(=O)C=1C(C)=CC=CC1